4-(4-hydroxyphenyl)-2-(4-morpholinylbutyl)pyridazin-3(2H)-one OC1=CC=C(C=C1)C=1C(N(N=CC1)CCCCN1CCOCC1)=O